Cl[Al](CC(C)C)Cl dichloromonoisobutyl-aluminum